(1-(3-chlorobenzyl)cyclobutyl)methanamine ClC=1C=C(CC2(CCC2)CN)C=CC1